NC1=C(N=C2C(=N1)NN=C2)C(=O)NCC2=[N+](C1=C(N2CC)C=C(C=C1)C(=O)N1CCC(CC1)N(C[C@@H]([C@H]([C@@H]([C@@H](CO)O)O)O)O)C[C@@H]([C@H]([C@@H]([C@@H](CO)O)O)O)O)CC 2-[({6-Amino-1H-pyrazolo[3,4-b]pyrazin-5-yl}formamido)methyl]-6-(4-{bis[(2S,3R,4R,5R)-2,3,4,5,6-pentahydroxyhexyl]amino}piperidin-1-carbonyl)-1,3-diethyl-1H-1,3-benzodiazol-3-ium